Tert-butyl (4-chloro-7-fluoroquinolin-6-yl)(cyclopropyl)carbamate ClC1=CC=NC2=CC(=C(C=C12)N(C(OC(C)(C)C)=O)C1CC1)F